C(C1=CC=CC=C1)[C@@H]1CN(CCN1C1=NC=C2C(=N1)N(N=C2C2=C(C(=C(C(=C2)C(F)(F)F)F)O)F)C)S(=O)(=O)CCCC(=O)O (R)-4-((3-Benzyl-4-(3-(2,4-difluoro-3-hydroxy-5-(trifluoromethyl)phenyl)-1-methyl-1H-pyrazolo[3,4-d]pyrimidin-6-yl)piperazin-1-yl)sulfonyl)butanoic Acid